CN(C)CC1=CC(=C(C=C1O)SCCC(=O)OCC(CCCC)CC)C 2-ethylhexyl 3-[4-[(dimethylamino)methyl]-5-hydroxy-2-methyl-phenyl]sulfanylpropanoate